N-(5-Methyl-1H-indol-6-yl)-7-(trifluoromethyl)quinolin-2-amine CC=1C=C2C=CNC2=CC1NC1=NC2=CC(=CC=C2C=C1)C(F)(F)F